manganese-cobalt salt [Co].[Mn]